N-(1'-(6-methyl-2-(pyridin-4-yl)pyrimidin-4-yl)-1',2'-dihydrospiro[cyclopropane-1,3'-pyrrolo[3,2-c]pyridin]-6'-yl)acetamide CC1=CC(=NC(=N1)C1=CC=NC=C1)N1CC2(C=3C=NC(=CC31)NC(C)=O)CC2